S1C(=NC2=C1C=CC=C2)N2CCN(CC2)CCCNS(=O)(=O)C2=CC(=C(C=C2)F)C#N N-(3-(4-(benzothiazol-2-yl)piperazine-1-yl)propyl)-3-cyano-4-fluorobenzenesulfonamide